1-(4-(2-chloro-4-fluorophenoxy)-5-(7-methoxy-1-methyl-1H-pyrrolo[2,3-c]pyridin-3-yl)-2-methylphenyl)piperidine-2,6-dione ClC1=C(OC2=CC(=C(C=C2C2=CN(C3=C(N=CC=C32)OC)C)N3C(CCCC3=O)=O)C)C=CC(=C1)F